platinum (2,4-pentanedione) CC(CC(C)=O)=O.[Pt]